(S)-tetrahydrofolic acid p-toluenesulfonate CC1=CC=C(C=C1)S(=O)(=O)O.C(CC[C@@H](C(=O)O)NC(=O)C1=CC=C(NCC2CNC=3N=C(N)NC(=O)C3N2)C=C1)(=O)O